diisopropoxymethyl-(2-vinylphenyl)silane (E)-ethyl-N-hydroxyacetimidate C(C)O\C(\C)=N\O.C(C)(C)OC(OC(C)C)[SiH2]C1=C(C=CC=C1)C=C